ClC1=CC=C(CC2=CN(C=C2C)S(=O)(=O)C2=CC=C(C)C=C2)C=C1 3-(4-chlorobenzyl)-4-methyl-1-tosyl-1H-pyrrole